C=CCNC1=NC=NC2=C1NC=N2 N6-allyladenine